N1(CCN(CCN(CC1)CC=1C(=C(C(=O)N)C=C(C1)C)O)CC=1C(=C(C(=O)N)C=C(C1)C)O)CC=1C(=C(C(=O)N)C=C(C1)C)O 3,3',3''-[1,4,7-triazonane-1,4,7-triyltris(methylene)]tris(2-hydroxy-5-methylbenzamide)